FC=1C=CC2=C(NC(N2)=O)C1 6-fluoro-2-oxo-2,3-dihydro-1H-benzo[d]imidazole